N-(5-((2-(2-azabicyclo[2.2.2]octan-2-yl)ethyl)carbamoyl)-2-methylpyridin-3-yl)-2-(5,6-dihydro-4H-pyrrolo[1,2-b]pyrazol-3-yl)pyrazolo[5,1-b]thiazole-7-carboxamide C12N(CC(CC1)CC2)CCNC(=O)C=2C=C(C(=NC2)C)NC(=O)C=2C=NN1C2SC(=C1)C1=C2N(N=C1)CCC2